(1R,2S,5S)-8-(N-benzyl-N-methylsulphamoyl)-3-(diphenylcarbamoyl)-3,8-diazabicyclo[3.2.1]octane-2-carboxylic acid C(C1=CC=CC=C1)N(S(=O)(=O)N1[C@H]2[C@H](N(C[C@@H]1CC2)C(N(C2=CC=CC=C2)C2=CC=CC=C2)=O)C(=O)O)C